2-methoxy-3-methylbenzamide COC1=C(C(=O)N)C=CC=C1C